1-(4-Fluoro-3,5-Dimethylphenyl)-7-Isopropyl-3,4-Dihydroisoquinoline FC1=C(C=C(C=C1C)C1=NCCC2=CC=C(C=C12)C(C)C)C